IC=1C(=NSC1C(=O)OC)C=1C=NN(C1)C METHYL 4-IODO-3-(1-METHYL-1H-PYRAZOL-4-YL)ISOTHIAZOLE-5-CARBOXYLATE